Tert-butyl 2-(2-(2-hydroxyethoxy)ethoxy)acetate OCCOCCOCC(=O)OC(C)(C)C